(E)-3-(5-(4-(2-(1-(4-(1-(4-hydroxyphenyl)-2-phenylbut-1-en-1-yl)phenyl)piperidin-4-yl)ethyl)piperazin-1-yl)-1-oxoisoindolin-2-yl)piperidine-2,6-dione OC1=CC=C(C=C1)\C(=C(/CC)\C1=CC=CC=C1)\C1=CC=C(C=C1)N1CCC(CC1)CCN1CCN(CC1)C=1C=C2CN(C(C2=CC1)=O)C1C(NC(CC1)=O)=O